OC=1C2(N3C=CC=C3C(C1C(=O)N[C@@H](C)C(=O)O)=O)CC2 (6'-hydroxy-8'-oxo-8'H-spiro[cyclopropane-1,5'-indolizine]-7'-carbonyl)-L-alanine